NCCC1(C(C(CCC1)(CCN)CCN)=O)CCN 2,2,6,6-tetrakis(2-aminoethyl)cyclohexanone